C(#N)N1C[C@@H](CC1)NC(C1=C(C=C(C=C1)N(C)S(=O)(=O)C1=CC=CC=C1)F)=O (R)-N-(1-cyanopyrrolidin-3-yl)-2-fluoro-4-(N-methylphenylsulfonylamino)benzamide